C(CC(C)C)OC(=O)[C@H]1[C@H](CC=CC1)C(=O)O cis-4-cyclohexene-1,2-dicarboxylic acid isoamyl ester